4-hydroxy-3-iodo-2,6-dimethylbenzaldehyde OC1=C(C(=C(C=O)C(=C1)C)C)I